FC1([C@H](CN(CC1)[C@H](C(=O)NC=1N=CN(C1)CC1=CC(=CC(=C1)F)F)C)C1=CNC(C(=C1)CO)=O)F (S)-2-((S)-4,4-difluoro-3-(5-(hydroxymethyl)-6-oxo-1,6-dihydropyridin-3-yl)piperidin-1-yl)-N-(1-(3,5-difluorobenzyl)-1H-imidazol-4-yl)propanamide